COC1=C(C=CC(=N1)N1CC2(CC1)NC1=CC=CC=C1C2)C=2C=NNC2 (6-methoxy-5-(1H-pyrazol-4-yl)pyridin-2-yl)spiro[indoline-2,3'-pyrrolidine]